C1=CC=CC=2C3=CC=CC=C3C(C12)COC(=O)N[C@@H](CC(=O)O)C(=O)O N-[(9H-fluoren-9-ylmethoxy)carbonyl]Aspartic acid